tert-butyl (S)-(1-((4-(1,2-dimethyl-6-oxo-1,6-dihydropyridin-3-yl)phenyl)amino)-1-oxo-3,3-diphenylpropan-2-yl)carbamate CN1C(=C(C=CC1=O)C1=CC=C(C=C1)NC([C@H](C(C1=CC=CC=C1)C1=CC=CC=C1)NC(OC(C)(C)C)=O)=O)C